ClC1=C(C=C(C=C1)NC(=O)N1C2CC(CC1(C2)C(=O)O)C)[C@H]2[C@H](C2)C#N 6-((4-chloro-3-(cis-2-cyanocyclopropyl)phenyl)carbamoyl)-3-methyl-6-azabicyclo[3.1.1]heptane-1-carboxylic acid